ClC1=CC(=C(CC2C(N(CCC2)C2=NC(=NN2COCC[Si](C)(C)C)C2=CN=NC=C2C)=O)C=C1)OC 3-(4-chloro-2-methoxybenzyl)-1-(3-(5-methylpyridazin-4-yl)-1-((2-(trimethylsilyl)ethoxy)methyl)-1H-1,2,4-triazol-5-yl)piperidin-2-one